2-methoxy-5-(4-(1-(4-oxopent-2-enoyl)piperidin-4-yl)quinazolin-6-yl)pyridine COC1=NC=C(C=C1)C=1C=C2C(=NC=NC2=CC1)C1CCN(CC1)C(C=CC(C)=O)=O